4-Cyclopropyl-N-((S)-1-(4,4-difluorocyclohexyl)-2-((4-((R)-1-(4-methyl-2-oxo-2,3-dihydro-1H-imidazol-1-yl)ethyl)pyridin-2-yl)amino)-2-oxoethyl)-1,2,5-oxadiazole-3-carboxamide C1(CC1)C=1C(=NON1)C(=O)N[C@H](C(=O)NC1=NC=CC(=C1)[C@@H](C)N1C(NC(=C1)C)=O)C1CCC(CC1)(F)F